3-pyridineboronic acid methyliminodiacetate CN(CC(=O)O)CC(=O)O.N1=CC(=CC=C1)B(O)O